(1R,2S)-2-(p-tolyl)cyclopropan-1-amine C1(=CC=C(C=C1)[C@H]1[C@@H](C1)N)C